(2S)-N-{2-benzyl-2-azaspiro[3.3]heptan-6-yl}-4-(5-cyanopyrimidin-2-yl)-2-methylpiperazine-1-carboxamide C(C1=CC=CC=C1)N1CC2(C1)CC(C2)NC(=O)N2[C@H](CN(CC2)C2=NC=C(C=N2)C#N)C